2-(methoxymethyl)propane-1,3-diol COCC(CO)CO